NC1=CC=C(C=C1)C(C(=O)NCCC1=CC=CC=C1)N(C(CCl)=O)C1=CC(=C(C=C1)OC)Cl 2-(4-aminophenyl)-2-(2-chloro-N-(3-chloro-4-methoxyphenyl)acetamido)-N-phenethylacetamide